C(C1=CC=CC=C1)OC1COC(C1OCC1=CC=CC=C1)C#N 3,4-bis(benzyloxy)-5-cyanotetrahydrofuran